CC(CC(=O)O[C@H](C[C@H](C(C)C)NC)C=1SC=C(N1)C(=O)N[C@H](C[C@@H](C(=O)OCC=C)C)CC1=CC=CC=C1)(C)C (2S,4R)-allyl 4-(2-((1R,3R)-1-((3,3-dimethylbutanoyl)oxy)-4-methyl-3-(methylamino)pentyl)thiazole-4-carboxamido)-2-methyl-5-phenylpentanoate